C1(CCCCCCCCCCCCCCC(N1)=O)=O thapsimide